BrC1=NC=CC(=C1F)NC(N(CC1=NNC(=C1)C(F)(F)F)C=1C=NC(=NC1)OC)=O 3-(2-bromo-3-fluoropyridin-4-yl)-1-(2-methoxypyrimidin-5-yl)-1-((5-(trifluoromethyl)-1H-pyrazol-3-yl)methyl)urea